C(C)(C)(C)O[C@H](C(=O)OCC)C1=C(C2=C(N=C(S2)C=2C=C3C(=NN(C3=CC2)C(F)F)C2CCN(CC2)C2COC2)C=C1C)C1=CC=C(C=C1)Cl ethyl (S)-2-(tert-butoxy)-2-(7-(4-chlorophenyl)-2-(1-(difluoromethyl)-3-(1-(oxetan-3-yl)piperidin-4-yl)-1H-indazol-5-yl)-5-methylbenzo[d]thiazol-6-yl)acetate